C1(=CC=CC=C1)[Se]C=1C(C2=CC=CC=C2C(C1[Se]C1=CC=CC=C1)=O)=O 2,3-bis(phenylselanyl)naphthalene-1,4-dione